7-(3-(4-fluoro-2,6-dimethylphenoxy)-5-methylphenyl)-N-(2-hydroxyethyl)-5-methyl-4-oxo-4,5-dihydrothieno[3,2-c]pyridine-2-carboxamide FC1=CC(=C(OC=2C=C(C=C(C2)C)C=2C3=C(C(N(C2)C)=O)C=C(S3)C(=O)NCCO)C(=C1)C)C